4-(1-(2-Chloro-4-((((1s,3s)-3-hydroxycyclobutyl)amino)methyl)phenyl)-1H-pyrazol-4-yl)-2-((1-(methylsulfonyl)piperidin-4-yl)amino)pyrimidine-5-carbonitrile ClC1=C(C=CC(=C1)CNC1CC(C1)O)N1N=CC(=C1)C1=NC(=NC=C1C#N)NC1CCN(CC1)S(=O)(=O)C